hexadecanol diacetate C(C)(=O)O.C(C)(=O)O.C(CCCCCCCCCCCCCCC)O